FC(SC=1C(=NC=CC1)NC(C(C)(C)C)=O)F N-(3-((difluoromethyl)thio)pyridin-2-yl)pivalamide